COP(O)(=O)C methanephosphonic acid methyl ester